O=C1N(CC(CC1)C(F)(F)F)C(=O)OC(C)(C)C tert-Butyl 2-oxo-5-(trifluoromethyl)piperidine-1-carboxylate